C(C)NC(=O)C1=CC(=C(N1)C(=O)NC)OC(CCOC)C1=CC=CC=C1 N5-ethyl-3-(3-methoxy-1-phenylpropoxy)-N2-methyl-1H-pyrrole-2,5-dicarboxamide